N-Cbz-ethanolamine disodium phosphate P(=O)([O-])([O-])O.[Na+].[Na+].C(=O)(OCC1=CC=CC=C1)NCCO